C(C)OC(=O)C=1NC2=CC(=CC(=C2C1)NC1=CC(=C(C=C1)F)Cl)OC 4-((3-chloro-4-fluorophenyl)amino)-6-methoxy-1H-indole-2-carboxylic acid ethyl ester